6-(2,6-difluoro-4-(4,4,5,5-tetramethyl-1,3,2-dioxaborolan-2-yl)benzyl)-6,7-dihydro-5H-pyrrolo[3,4-b]pyridin-5-one-7,7-d2 FC1=C(CN2C(C3=NC=CC=C3C2=O)([2H])[2H])C(=CC(=C1)B1OC(C(O1)(C)C)(C)C)F